allyl-nickel (II) chloride C(C=C)[Ni]Cl